methyl 4-(2-((4-(morpholinyl-3,3,5,5-d4)phenyl)amino)pyrimidin-4-yl)benzoate N1(C(COCC1([2H])[2H])([2H])[2H])C1=CC=C(C=C1)NC1=NC=CC(=N1)C1=CC=C(C(=O)OC)C=C1